ethyl 2-((2S,4S)-2-((trifluoromethoxy)methyl)-4-(4-(trifluoromethyl)phenoxy)pyrrolidin-1-yl)pyrimidine-5-carboxylate FC(OC[C@H]1N(C[C@H](C1)OC1=CC=C(C=C1)C(F)(F)F)C1=NC=C(C=N1)C(=O)OCC)(F)F